FC=1C=C2C(=C(C(NC2=CC1)=O)C(\C=C\C=1C=NC=NC1)=O)C1=CC=CC=C1 6-fluoro-4-phenyl-3-[(2E)-3-(pyrimidin-5-yl)prop-2-enoyl]-1,2-dihydroquinolin-2-one